P(=O)(O)(O)O.C1(=CC=CC=C1O)C.C1(=CC=CC=C1O)C.C1(=CC=CC=C1O)C Tricresol phosphate